C(C)C(C(=O)[O-])CCCC.[Sn+4].BrC1=CC=C(C=C1)N1C(CCC1)=O.C(C)C(C(=O)[O-])CCCC.C(C)C(C(=O)[O-])CCCC.C(C)C(C(=O)[O-])CCCC 1-(4-bromophenyl)pyrrolidin-2-one tin 2-ethylhexanoate